C(C1=CC=CC=C1)OC1CCC(CC1)C(=O)O 4-(benzyloxy)cyclohexanecarboxylic acid